4-(3-methyl-1H-1,2,4-triazole-1-yl)aniline CC1=NN(C=N1)C1=CC=C(N)C=C1